(S)-(6-(4-(2-ethoxyphenyl)piperidin-1-yl)-2-azaspiro[3.4]octan-2-yl)(1-fluorocyclopropyl)methanone C(C)OC1=C(C=CC=C1)C1CCN(CC1)[C@@H]1CC2(CN(C2)C(=O)C2(CC2)F)CC1